3-t-butyl-2,6-toluenediamine C(C)(C)(C)C1=C(C(C)=C(C=C1)N)N